N1=C(C=CC=C1)C(C)(C)N1C[C@@](CC1)(CNC1(CC1)C(F)(F)F)CCC1=CC=C(C#N)C=C1 (S)-4-(2-(1-(2-(pyridin-2-yl)propan-2-yl)-3-(((1-(trifluoromethyl)cyclopropyl)amino)methyl)pyrrolidin-3-yl)ethyl)benzonitrile